trans-undec-4-ene CCC\C=C\CCCCCC